N-ethyl-2-[(2-{4-[(1-hydroxycyclopropyl)methoxy]pyridin-2-yl}-5H,6H,7H-cyclopenta[d]pyrimidin-4-yl)(methyl)amino]acetamide C(C)NC(CN(C)C=1C2=C(N=C(N1)C1=NC=CC(=C1)OCC1(CC1)O)CCC2)=O